ClC1=CNC2=C(C=CC=C12)NS(=O)(=O)C=1C=C(C(=O)NCCCCCCCCCC(=O)N[C@H](C(=O)N2[C@@H](C[C@H](C2)O)C(=O)NCC2=CC=C(C=C2)C2=C(N=CS2)C)C(C)(C)C)C=CC1 (2S,4R)-1-((S)-2-(10-(3-(N-(3-chloro-1H-indol-7-yl)sulfamoyl)benzamido)decanamido)-3,3-dimethylbutanoyl)-4-hydroxy-N-(4-(4-methylthiazol-5-yl)benzyl)pyrrolidine-2-carboxamide